1,4-dioxo-1,4-dihydronaphthalen-2-yl 4-methylbenzenesulfonate CC1=CC=C(C=C1)S(=O)(=O)OC=1C(C2=CC=CC=C2C(C1)=O)=O